N1-(4b-hydroxy-7-isopropyl-10-oxo-4b,10-dihydro-9bH-indeno[1,2-b]benzofuran-9b-yl)-N4,N4-dimethyl-succinamide OC12OC3=C(C1(C(C1=CC=CC=C12)=O)NC(CCC(=O)N(C)C)=O)C=CC(=C3)C(C)C